BrC1=CC=C2C(C(NC2=C1)=O)=C1NC2=CC=CC=C2C1=NO 6'-bromo-3-(hydroxyimino)-[2,3'-biindolinylidene]-2'-one